(3-(4-(3-amino-1H-indazol-5-yl)pyridine-2-yl)ureido)-N-phenylbenzamide NC1=NNC2=CC=C(C=C12)C1=CC(=NC=C1)NC(NC1=C(C(=O)NC2=CC=CC=C2)C=CC=C1)=O